ClC=1C=C(C=CC1)N1N=CC(=C1)C(C(=O)NC1=CC(=NN1)[C@H]1C(C1)(F)F)C 2-(1-(3-chlorophenyl)-1H-pyrazol-4-yl)-N-(3-((S)-2,2-difluorocyclopropyl)-1H-pyrazol-5-yl)propanamide